Cl.CC1OCCCNC1 2-methyl-1,4-oxaazepane hydrochloride